CC(=C)C(CC)C 2,3-dimethyl-1-pentene